C1(CCCCC1)COC=1C=C(C=CC1)CCN 2-(3-(Cyclohexylmethoxy)phenyl)ethan-1-amine